ClCCOCCOCCOCCOCCOCCN(C1=CC=C(C=C1)C=1OC2=C(C(C1)=O)C=CC=1NC=NC12)C 8-(4-((17-chloro-3,6,9,12,15-pentaoxaheptadecyl)(methyl)amino)phenyl)chromeno[7,8-d]imidazol-6(3H)-one